4-[cyclopropyl-[4-(5,6,7,8-tetrahydro-1,8-naphthyridin-2-yl)butyl]amino]-2-[(1-methylcyclopropyl)methoxycarbonylamino]butanoic acid C1(CC1)N(CCC(C(=O)O)NC(=O)OCC1(CC1)C)CCCCC1=NC=2NCCCC2C=C1